FC=1C(=NC=CC1CN1C(CC(CC1)(C(=O)O)CC1=NC(=CC=C1F)NC=1SC=CN1)C)OCC(F)(F)F 1-((3-fluoro-2-(2,2,2-trifluoroethoxy)pyridin-4-yl)methyl)-4-((3-fluoro-6-(thiazol-2-ylamino)pyridin-2-yl)methyl)-2-methylpiperidine-4-carboxylic acid